NC=1C=C(C=CC1)CS(=O)(=O)N1C2(CC2)CC(CC1)NC=1C=C(C=CC1)C1=C(C(=C(S1)C(=O)OC(C)(C)C)OCC(=O)OC(C)(C)C)Cl tert-butyl 5-[3-[[4-[(3-aminophenyl)methylsulfonyl]-4-azaspiro[2.5]octan-7-yl]amino]phenyl]-3-(2-tert-butoxy-2-oxo-ethoxy)-4-chloro-thiophene-2-carboxylate